(R)-5-(2-(4-(3-chlorophenyl)piperazin-1-yl)ethyl)-3,3-diethyl-pyrrolidin-2-one ClC=1C=C(C=CC1)N1CCN(CC1)CC[C@H]1CC(C(N1)=O)(CC)CC